ClC=1C(=CC(=C(C1)C(C(=O)O)N1C[C@@H](CC1)OCCCCCC1=NC=2NCCCC2C=C1)OC)CC(C)C 2-(5-chloro-4-isobutyl-2-methoxyphenyl)-2-((R)-3-((5-(5,6,7,8-tetrahydro-1,8-naphthyridin-2-yl)pentyl)oxy)pyrrolidin-1-yl)acetic acid